2-cyclobutyl-7-(4,4,5,5-tetramethyl-1,3,2-dioxaborolan-2-yl)quinazolin-4(3H)-one C1(CCC1)C1=NC2=CC(=CC=C2C(N1)=O)B1OC(C(O1)(C)C)(C)C